1-(2-(2-methyl-1H-benzimidazole-5-yl)-4-propylphenyl)ethane-1-ol CC1=NC2=C(N1)C=CC(=C2)C2=C(C=CC(=C2)CCC)C(C)O